ClC1=CC=C(C=N1)CNC(=O)N1CCN(CC1)C=1C=NN2C1C=CC(=C2)C=2C=NN(C2)C N-((6-chloropyridin-3-yl)methyl)-4-(6-(1-methyl-1H-pyrazol-4-yl)pyrazolo[1,5-a]pyridin-3-yl)piperazine-1-carboxamide